COC1=C(C=C(C=N1)NC(OC(C)(C)C)=O)OCCOC tert-Butyl (6-methoxy-5-(2-methoxyethoxy)pyridin-3-yl)carbamate